tertiary butyl-pyrimidine C(C)(C)(C)C1=NC=CC=N1